C(N([C@@H](CC(C)C)C(=O)N1C([C@]2(C[C@H]1C(=O)N)C(NC1=CC=CC=C12)=O)([2H])[2H])C(=O)C=1NC2=C(C(=CC(=C2C1)F)F)F)([2H])([2H])[2H] (3R,5'S)-1'-(N-(methyl-d3)-N-(4,6,7-Trifluoro-1H-indole-2-carbonyl)-L-leucyl)-2-oxospiro[indoline-3,3'-pyrrolidine]-2',2'-d2-5'-Formamide